N[C@H]1CN(CCC1)C=1C2=C(N=C(N1)N1CCOCC1)CN(CC2)C(=O)OC(C)(C)C (R)-tert-butyl 4-(3-aminopiperidin-1-yl)-2-morpholino-5,8-dihydropyrido[3,4-d]pyrimidine-7(6H)-carboxylate